IC=1C(=NN(C1C)CC=O)C (4-IODO-3,5-DIMETHYL-1H-PYRAZOL-1-YL)ACETALDEHYDE